[K].FC1=CC(=C(C(=C1)C1=CC(=NC=C1)OC)CC(=O)NS(=O)(=O)C1=CC=C(C=C1)C(C)(C)O)C(C)C 2-(4-Fluoro-2-isopropyl-6-(2-methoxypyridin-4-yl)phenyl)-N-((4-(2-hydroxypropan-2-yl)phenyl)sulfonyl)acetamide, potassium salt